NC(C[C@@H](C#C)NC(=O)[C@H]1N(CCC1)C(=O)C1(CC(C1)F)C1=CC=C(C=C1)Br)=O Z-(2S)-N-[(1S)-1-(2-Amino-2-oxo-ethyl)prop-2-ynyl]-1-[1-(4-bromophenyl)-3-fluorocyclobutanecarbonyl]pyrrolidine-2-carboxamide